(difluoro(2-(((3S,6S,10aS)-5-oxo-3-(3-(6-oxo-1,6-dihydropyridin-3-yl)azetidine-1-carbonyl)decahydropyrrolo[1,2-a]azocin-6-yl)carbamoyl)benzo[b]thiophen-5-yl)methyl)phosphonic acid FC(C1=CC2=C(SC(=C2)C(N[C@H]2CCCC[C@@H]3N(C2=O)[C@@H](CC3)C(=O)N3CC(C3)C3=CNC(C=C3)=O)=O)C=C1)(F)P(O)(O)=O